C(C)NCC(=O)C1=NC=CC=C1 2-(Ethylamino)-1-(pyridin-2-yl)ethan-1-one